O1CC(CCC1)C1(NC(NC1=O)=O)CNC(=O)C1=NN(N=C1)C1=CC=CC=C1 N-{[4-(oxan-3-yl)-2,5-dioxoimidazolidin-4-yl]methyl}-2-phenyl-2H-1,2,3-triazole-4-carboxamide